ethyl 4-fluoro-1-methyl-3-(pyrimidin-2-yl)-1H-pyrazole-5-carboxylate FC=1C(=NN(C1C(=O)OCC)C)C1=NC=CC=N1